2-[3-Fluoro-4-(4,4,5,5-tetramethyl-1,3,2-dioxaborolan-2-yl)phenyl]propan-2-ol FC=1C=C(C=CC1B1OC(C(O1)(C)C)(C)C)C(C)(C)O